3-((N-tert-butyloxycarbonyl-18O-L-valinyl)amino)-3,3-dideuterio-1-propanesulfonic acid sodium salt [Na+].C(C)(C)(C)OC(=[18O])N[C@@H](C(C)C)C(=O)NC(CCS(=O)(=O)[O-])([2H])[2H]